3-bromo-2-(6-bromo-3-methoxypyrazin-2-yl)-6-(thiazol-2-yl)pyridin-4-amine BrC=1C(=NC(=CC1N)C=1SC=CN1)C1=NC(=CN=C1OC)Br